C(C1=CC=CC=C1)N([C@@H](CO)CC)N1C=NC=2C1=C1C(=NC2)N(C=C1)S(=O)(=O)C1=CC=C(C)C=C1 (R)-2-(benzyl-(6-p-toluenesulfonylimidazo[4,5-d]pyrrolo[2,3-b]pyridin-1(6H)-yl)amino)butan-1-ol